(3-((4-oxo-2-thiocarbonyl-2,3,4,5-tetrahydro-1H-pyrrolo[3,2-d]pyrimidin-1-yl)methyl)pyridin-2-yl)-4-(trifluoromethyl)piperidine-1-carboxylic acid tert-butyl ester C(C)(C)(C)OC(=O)N1C(CC(CC1)C(F)(F)F)C1=NC=CC=C1CN1C(NC(C2=C1C=CN2)=O)=C=S